C1=C(C=C(C(=C1I)OC2=CC(=C(C(=C2)I)O)I)I)CC(C(=O)[O-])[NH3+] The molecule is the amino acid zwitterion formed from thyroxine by transfer of a proton from the carboxy group to the amino group. Major species at pH 7.3. It is a tautomer of a thyroxine.